CC(CC(=O)OC[C@H]1O[C@H]([C@]([C@@H]1O)(C)F)N1C2=NC(=NC(=C2N=C1)NC)NC(CC)=O)C [(2R,3R,4R,5R)-4-fluoro-3-hydroxy-4-methyl-5-[6-(methylamino)-2-propanamidopurin-9-yl]oxolan-2-yl]methyl 3-methylbutanoate